2-(5-chloro-2-methoxy-phenyl)acetic acid ClC=1C=CC(=C(C1)CC(=O)O)OC